2-[6-cyclopropyl-2-(3,4-dimethoxyphenyl)-3-oxo-pyridazine-4-carbonyl]-5,5-dimethyl-cyclohexane C1(CC1)C=1C=C(C(N(N1)C1=CC(=C(C=C1)OC)OC)=O)C(=O)C1CCC(CC1)(C)C